FC1=C(C(=CC=C1)C)C1CC(CC1)C1=CC=2C(=NC(=CN2)C)N(C1=O)CC1=NC=CN=C1C 7-(3-(2-fluoro-6-methylphenyl)cyclopentyl)-3-methyl-5-((3-methylpyrazin-2-yl)methyl)pyrido[2,3-b]pyrazin-6(5H)-one